ClC=1C=2C(N=C3N(C2C=CC1)C1=CC=C(C=C1C31CCCCC1)C1CCN(CC1)CC1COC3(C1)CCN(CC3)C3=CC(=C(C(=C3)F)N3C(CCCC3=O)=O)F)=O (4-(3-((4-(4'-chloro-5'-oxo-5'H-spiro[cyclohexane-1,7'-indolo[1,2-a]quinazolin]-9'-yl)piperidin-1-yl)methyl)-1-oxa-8-azaspiro[4.5]decan-8-yl)-2,6-difluorophenyl)piperidine-2,6-dione